CN(CCCCS(=O)(=O)NC=1C=C(C=CC1O)NC(=O)C1=CC=C(C=C1)C1=CC=C(C=C1)C(F)(F)F)C N-(3-((4-(dimethylamino)butyl)sulfonamido)-4-hydroxyphenyl)-4'-(trifluoromethyl)-[1,1'-biphenyl]-4-carboxamide